P(=O)(OC1CN(C1)C(CCCCCCCCCC1=CC=CC=C1)=O)(O)O 1-(10-Phenyldecanoyl)azetidin-3-yl dihydrogen phosphate